P(=O)(O)(O)O.NC(=N)N.NC(=N)N.NC(=N)N triguanidine phosphate